CC1=CC(=NC=C1)OC1=CC2=C(N=C(S2)NC(=O)C2C(C3C=CC2C3)C(=O)O)C=C1 3-[[6-[(4-methyl-2-pyridyl)oxy]-1,3-benzothiazol-2-yl]carbamoyl]bicyclo[2.2.1]hept-5-ene-2-carboxylic acid